FC1=C(C(=C(C=C1OC)OC)F)C1=CC2=C(N=C(N=C2)SC)C(=N1)C=1C=NN(C1)CCOC 6-(2,6-difluoro-3,5-dimethoxyphenyl)-8-(1-(2-methoxyethyl)-1H-pyrazol-4-yl)-2-(methylthio)pyrido[3,4-d]pyrimidine